(1-phenylpyrrolidin-3-yl)methanol C1(=CC=CC=C1)N1CC(CC1)CO